2-(4,6-dibromo-1-oxophthalazin-2(1H)-yl)-N-(5-fluoropyrimidin-2-yl)acetamide BrC1=NN(C(C2=CC=C(C=C12)Br)=O)CC(=O)NC1=NC=C(C=N1)F